COCCOC=1C=C(C=CC1)S(=O)(=O)Cl 3-(2-methoxy-ethoxy)benzenesulfonyl chloride